1-[4-(3,5-difluoro-4-methoxyphenyl)piperidin-1-yl]-2-{3-[(2R,6S)-2,6-dimethylmorpholine-4-carbonyl]-5,6-dihydrocyclopenta[c]pyrazol-1(4H)-yl}ethan-1-one FC=1C=C(C=C(C1OC)F)C1CCN(CC1)C(CN1N=C(C2=C1CCC2)C(=O)N2C[C@H](O[C@H](C2)C)C)=O